CN1CC(NCC2=CC=CC=C2SC2=CC=CC=C2CNCC(NCC1=O)=O)=O 13-methyl-2-thia-10,13,16,19-tetraaza-tricyclo[19.4.0.0*3,8*]pentacosa-1(25),3,5,7,21,23-hexaene-11,14,17-trione